C(C)C(CC1CC(CCC1)CC(CCCC)CC)CCCC 1,3-Di-(2-ethylhexyl)-cyclohexan